N-((1r,4r)-4-((3-(benzo[d]thiazol-2-yl)-3-hydroxy-2-oxoindolin-1-yl)methyl)cyclohexyl)-5-chloro-2-(difluoromethyl)nicotinamide S1C(=NC2=C1C=CC=C2)C2(C(N(C1=CC=CC=C21)CC2CCC(CC2)NC(C2=C(N=CC(=C2)Cl)C(F)F)=O)=O)O